Potassium 2-(1-cyclobutyl-1H-pyrazol-4-yl)-5-[({1-[2-fluoro-4-(trifluoromethyl) phenyl]cyclopropyl}carbonyl)amino]benzoate C1(CCC1)N1N=CC(=C1)C1=C(C(=O)[O-])C=C(C=C1)NC(=O)C1(CC1)C1=C(C=C(C=C1)C(F)(F)F)F.[K+]